CC1=NC(=NO1)C1=CC=C(O[C@@H]2CN(CC2)C(=O)C2=CC3=C(N(N=N3)C(C)=O)C=C2)C=C1 (S)-1-(5-(3-(4-(5-methyl-1,2,4-oxadiazol-3-yl)phenoxy)pyrrolidin-1-carbonyl)-1H-benzo[d][1,2,3]triazol-1-yl)ethane-1-one